ClC1=CC=C(C=C1)[C@H]1CNC[C@@H]1F (3S,4R)-3-(4-chlorophenyl)-4-fluoro-pyrrolidin